C(C)(C)[Si](OCC(C(=O)O)=C)(C(C)C)C(C)C 2-(((triisopropylsilyl)oxy)methyl)acrylic acid